ethyl-1,2-benzoxaborinin-6-amine hydrochloride Cl.C(C)C=1BOC2=C(C1)C=C(C=C2)N